C1(CCCCC1)CN1C(C=C(C2=CC(=CC=C12)[N+](=O)[O-])NC(C)(C)C1=NC=CC=N1)=O 1-(cyclohexylmethyl)-6-nitro-4-((2-(pyrimidin-2-yl)propan-2-yl)amino)quinolin-2(1H)-one